O=C1NC(CCC1N1C(C2=CC=CC(=C2C1=O)NCC[C@@H](C)OC1CCN(CC1)C(=O)OC(C)(C)C)=O)=O 1-Tert-butyl 4-(((2R)-4-((2-(2,6-dioxopiperidin-3-yl)-1,3-dioxoisoindolin-4-yl)amino)butan-2-yl)oxy)piperidine-1-carboxylate